4-(((3S,4R)-1-((2-cyano-4-(trifluoromethyl)phenyl)sulfonyl)-4-hydroxy-4-(hydroxymethyl)pyrrolidin-3-yl)oxy)-2-fluoro-5-propoxybenzonitrile C(#N)C1=C(C=CC(=C1)C(F)(F)F)S(=O)(=O)N1C[C@@H]([C@@](C1)(CO)O)OC1=CC(=C(C#N)C=C1OCCC)F